C(#N)CN1N=C2C(N(C(C=C2N2C[C@H](N(C[C@@H]2CC)C(C)C2=CC=C(C(=O)N(C)CCOC)C=C2)CC)=O)C)=C1 4-(1-((2R,5S)-4-(2-(cyanomethyl)-4-methyl-5-oxo-4,5-dihydro-2H-pyrazolo[4,3-b]pyridin-7-yl)-2,5-diethylpiperazin-1-yl)ethyl)-N-(2-methoxyethyl)-N-methylbenzamide